CC1=C(C=CC(=C1)C(=O)N1CCN(CC1)CC1(CC1)C1=CC=CC=C1)NS(=O)(=O)C=1C=CC=C2C=CC=NC12 N-(2-methyl-4-(4-((1-phenylcyclopropyl)methyl)piperazine-1-carbonyl)phenyl)quinoline-8-sulfonamide